Ethyl (Z)-3-cyanoprop-2-enoate C(#N)\C=C/C(=O)OCC